methyl 2-((4-butylphenyl)sulfonamido)-5-(3-(4-((4-butylphenyl)sulfonamido)-3-(methoxycarbonyl)benzamido)propanamido)benzoate C(CCC)C1=CC=C(C=C1)S(=O)(=O)NC1=C(C(=O)OC)C=C(C=C1)NC(CCNC(C1=CC(=C(C=C1)NS(=O)(=O)C1=CC=C(C=C1)CCCC)C(=O)OC)=O)=O